C1(CC1)CN[S@@](=O)(=N)C1=CC=C(C=C1)NC1=CC=NC2=CC(=CC=C12)OC(F)F (S)-N-(cyclopropylmethyl)-4-((7-(difluoromethoxy)quinolin-4-yl)amino)benzenesulfonimidamide